C1(=CC=CC=C1)[Si](O[Si](C)(C)C)(O[Si](O[Si](C)(C)C)(C1=CC=CC=C1)C)C 3,5-diphenyloctamethyltetrasiloxane